2-oxo-1-(pyridin-2-yl)-1,2,4,5,6,7-hexahydropyrazolo[1,5-a]pyridine-3-carboxamide O=C1N(N2C(CCCC2)=C1C(=O)N)C1=NC=CC=C1